Methyl 3-bromophenyl acetate CCC(=O)OC1=CC(=CC=C1)Br